(S)-1-(2-(4-amino-8-methyl-6-(trifluoromethyl)-9H-pyrimido[4,5-b]indol-9-yl)acetyl)-N-(6-bromopyridin-2-yl)pyrrolidine-2-carboxamide NC1=NC=NC=2N(C3=C(C=C(C=C3C21)C(F)(F)F)C)CC(=O)N2[C@@H](CCC2)C(=O)NC2=NC(=CC=C2)Br